CC1C(NC(S1)=S)=O 5-methyl-rhodanin